N,N-bis(2-hydroxypropyl)propylenediamine OC(CN(CC(C)N)CC(C)O)C